2-[[3-[4-bromo-3-(trifluoromethyl)pyrazol-1-yl]-4-(methoxymethyl)pyrazol-1-yl]methoxy]ethyl-trimethyl-silane BrC=1C(=NN(C1)C1=NN(C=C1COC)COCC[Si](C)(C)C)C(F)(F)F